(2S,4R)-1-[(2S)-2-(4-cyclopropyltriazol-1-yl)-3,3-dimethyl-butanoyl]-4-hydroxy-N-[2-(4-methoxy-1-piperidyl)ethyl]pyrrolidine-2-carboxamide C1(CC1)C=1N=NN(C1)[C@H](C(=O)N1[C@@H](C[C@H](C1)O)C(=O)NCCN1CCC(CC1)OC)C(C)(C)C